(6-(8-oxa-3-azabicyclo[3.2.1]oct-3-yl)-4-((S)-3-methylmorpholino)pyridazin-3-yl)methylamine C12CN(CC(CC1)O2)C2=CC(=C(N=N2)CN)N2[C@H](COCC2)C